3-chloro-N-(2-((2-methoxyphenethyl)carbamoyl)thiophen-3-yl)-1H-indazole-5-carboxamide ClC1=NNC2=CC=C(C=C12)C(=O)NC1=C(SC=C1)C(NCCC1=C(C=CC=C1)OC)=O